2,2,3-trimethyl-1-phenylbutan-1-one CC(C(=O)C1=CC=CC=C1)(C(C)C)C